2-(3,5-difluorophenyl)-N-[1-oxo-4-(trifluoromethyl)phthalazin-2(1H)-yl]acetamide FC=1C=C(C=C(C1)F)CC(=O)NN1C(C2=CC=CC=C2C(=N1)C(F)(F)F)=O